(S)-3-((S)-sec-butyl)-N-(1-(2-hydroxyethyl)piperidin-4-yl)-2-oxo-1,2,3,5-tetrahydro-4H-benzo[e][1,4]diazepine-4-carboxamide [C@H](C)(CC)[C@@H]1N(CC2=C(NC1=O)C=CC=C2)C(=O)NC2CCN(CC2)CCO